ClC=1C=C(CNCCC(=O)NCCCNC2=NC3=C(C4=CN=CC=C24)C=CC(=C3)C(=O)N)C=C(C1)CC#N 5-((3-(3-((3-Chloro-5-(cyanomethyl)benzyl)amino)propanamido)propyl)amino)benzo[c][2,6]naphthyridine-8-carboxamide